3-((5-phenylpyrimidin-2-yl)amino)benzamide C1(=CC=CC=C1)C=1C=NC(=NC1)NC=1C=C(C(=O)N)C=CC1